CN(C[C@@H](C)OC1=C2C(=NC=NC2=CC(=C1)N1CC2(COC2)C1)NC=1C(=C2C=CC=NC2=CC1)F)C (R)-5-((1-(dimethylamino)propan-2-yl)oxy)-N-(5-fluoroquinolin-6-yl)-7-(2-oxa-6-azaspiro[3.3]heptan-6-yl)quinazolin-4-amine